C[C@@H]1[C@H]([C@H]([C@H]([C@H](O1)OP(=O)([O-])OP(=O)([O-])OC[C@@H]2[C@H](C[C@@H](O2)N3C=C(C(=O)NC3=O)C)O)O)O)O The molecule is a nucleotide-sugar oxoanion arising from deprotonation of the free diphosphate OH groups of dTDP-6-deoxy-alpha-D-allose. It is a conjugate base of a dTDP-6-deoxy-alpha-D-allose.